CN(S(=O)(=O)N([C@@H]1[C@@H](N([C@@H](C1)C)C(=O)OC(C)(C)C)COC1CCC(CC1)C1=CC(=CC=C1)O)CC1=CC=C(C=C1)OC)C tert-butyl (2R,3S,5R)-3-((N,N-dimethylsulfamoyl)(4-methoxybenzyl)-amino)-2-(((4-(3-hydroxyphenyl)cyclohexyl)oxy)methyl)-5-methylpyrrolidine-1-carboxylate